6-[2-Methyl-5-(trifluoromethyl)pyrazol-3-yl]-N-(1H-pyrazol-3-ylsulfonyl)-2-(2,4,6-trimethylphenoxy)pyridin-3-carboxamid CN1N=C(C=C1C1=CC=C(C(=N1)OC1=C(C=C(C=C1C)C)C)C(=O)NS(=O)(=O)C1=NNC=C1)C(F)(F)F